FC1(CC(C1)N1C(=NC2=NC=C(C=C21)C=2C=CN1N=C(N=CC12)NCCOC)C)F 5-(1-(3,3-difluorocyclobutyl)-2-methyl-1H-imidazo[4,5-b]pyridin-6-yl)-N-(2-methoxyethyl)pyrrolo[2,1-f][1,2,4]triazin-2-amine